(1S,3'R,4'S,5'S,6'R)-5-ethynyl-6'-methyl-6-(4-methoxybenzyl)-3',4',5',6'-tetrahydro-3H-spiro[isobenzofuran-1,2'-pyran]-3',4',5'-triol C(#C)C=1C=C2CO[C@]3(O[C@@H]([C@H]([C@@H]([C@H]3O)O)O)C)C2=CC1CC1=CC=C(C=C1)OC